2-amino-4-(butylamino)-6-(4-(hydroxymethyl)benzyl)pyrido[4,3-d]pyrimidin-5(6H)-one NC=1N=C(C2=C(N1)C=CN(C2=O)CC2=CC=C(C=C2)CO)NCCCC